Diphenyl-silicon C1(=CC=CC=C1)[Si]C1=CC=CC=C1